tert-butyl 4-(3-methyl-4-oxo-pyrido[3,4-d]pyridazine-1-carbonyl)piperazine-1-carboxylate CN1N=C(C2=C(C1=O)C=NC=C2)C(=O)N2CCN(CC2)C(=O)OC(C)(C)C